ClC1=NC=C(C(=O)NC=C)C=C1 6-chloro-N-vinylnicotinamide